CC=1OC2=C(C1C=1NC=CN1)C=C(C=C2)OCC2=C(N=CS2)C 2-{2-methyl-5-[(4-methyl-1,3-thiazol-5-yl)methoxy]-1-benzofuran-3-yl}-1H-imidazol